6-bromo-8-vinyl-7-fluoro-2-(trifluoromethyl)-3,4-dihydroquinazolin-4-one BrC=1C=C2C(NC(=NC2=C(C1F)C=C)C(F)(F)F)=O